tert-Butyl 3-(4-(1,1-difluoro-2-hydroxypropoxy)-7-(thiazol-4-yl)benzo[d]oxazol-2-yl)-3,6-diazabicyclo[3.1.1]heptane-6-carboxylate FC(C(C)O)(OC1=CC=C(C2=C1N=C(O2)N2CC1N(C(C2)C1)C(=O)OC(C)(C)C)C=1N=CSC1)F